FC(C1=NN=C(O1)C1=CC(=C(CN(C(=S)N2[C@@H]3CN([C@H](C2)C3)C3COC3)C3=CC=C(C=C3)F)C=C1)F)F (1S,4S)-N-(4-(5-(difluoromethyl)-1,3,4-oxadiazol-2-yl)-2-fluorobenzyl)-N-(4-fluorophenyl)-5-(oxetan-3-yl)-2,5-diazabicyclo[2.2.1]heptane-2-thioamide